4-(trifluoromethyl)picolinaldehyde FC(C1=CC(=NC=C1)C=O)(F)F